C1(CC1)C1=NC(=NC=C1OC1CCCCC1)C=1N=NN(C1CO)C (1S,3S)-3-((4-cyclopropyl-2-(5-(hydroxymethyl)-1-methyl-1H-1,2,3-triazol-4-yl)pyrimidin-5-yl)oxy)cyclohexane